1-nitroso-4-(cyanomethyl)-4-hydroxypiperidine N(=O)N1CCC(CC1)(O)CC#N